ON(C[C@H](C1=NN(C(=C1)C(F)(F)F)C)C(C(=O)OCC)C(=O)OCC)O diethyl 2-[(1R)-2-(dihydroxyamino)-1-[1-methyl-5-(trifluoromethyl)pyrazol-3-yl]ethyl]propanedioate